ClC1=NC(=C(C(=N1)N1C[C@@H](N(CC1)C(=O)[O-])CC#N)[N+](=O)[O-])CC1(CCCC2=C(C(=CC=C12)C)Cl)C(=O)OC (2S)-4-(2-Chloro-6-((5-chloro-1-(methoxycarbonyl)-6-methyl-1,2,3,4-tetrahydronaphthalen-1-yl)methyl)-5-Nitropyrimidin-4-yl)-2-(cyanomethyl)piperazine-1-carboxylate